ClC1=CC=C(C=C1)S(=O)(=O)NC1=C(C(=O)NC=2SC=C(N2)C2=CC3=C(OCCO3)C=C2)C=CC=C1 2-[[(4-chlorophenyl)sulfonyl]amino]-N-[4-(2,3-dihydro-1,4-benzodioxin-6-yl)-2-thiazolyl]-benzamide